4-(6-(2-(2-isopropylphenyl)-4-(tetrahydro-2H-pyran-4-yl)piperazin-1-yl)-2-azaspiro[3.3]heptan-2-yl)benzamide C(C)(C)C1=C(C=CC=C1)C1N(CCN(C1)C1CCOCC1)C1CC2(CN(C2)C2=CC=C(C(=O)N)C=C2)C1